2-{4-[4-(aminomethyl)-1-oxo-1,2-dihydro-phthalazin-6-yl]-1-methyl-1H-pyrazol-5-yl}-1-oxo-2,3-dihydro-1H-isoindole-5-carbonitrile NCC1=NNC(C2=CC=C(C=C12)C=1C=NN(C1N1C(C2=CC=C(C=C2C1)C#N)=O)C)=O